CC1N(CCCC1)C=1N=CC2=C(C=NNC2=O)N1 2-(2-methylpiperidin-1-yl)pyrimido[4,5-d]pyridazin-5(6H)-one